C(CCCCCCCCCCCCCCCCC)OC[C@@H](OO)CO 1-O-octadecyl-2-hydroxy-sn-glycerol